CC=1N(C(C2=C(N1)C(=NC(=C2)N2C[C@H](OCC2)C=2C=NN(C2)C)C=2C=NC(=CC2)C(F)(F)F)=O)C (R)-2,3-dimethyl-6-(2-(1-methyl-1H-pyrazol-4-yl)morpholino)-8-(6-(trifluoromethyl)pyridin-3-yl)pyrido[3,4-d]pyrimidin-4(3H)-one